hexyl 4-(4-methoxyphenyl)butanoate COC1=CC=C(C=C1)CCCC(=O)OCCCCCC